ethyl 1-ethyl-6-methyl-2-oxo-4-(3-phenoxyphenyl)-1,2,3,4-tetrahydropyrimidine-5-carboxylate C(C)N1C(NC(C(=C1C)C(=O)OCC)C1=CC(=CC=C1)OC1=CC=CC=C1)=O